COC(=O)[C@@H]1N(CCC1)C=1C(=CC2=C(OCCC3=C2SC=C3)C1)C(=O)O (R)-8-(2-(methoxycarbonyl)pyrrolidin-1-yl)-4,5-dihydrobenzo[b]thieno[2,3-d]oxepine-9-carboxylic acid